2-[(R)-amino([1-[(2S)-azetidine-2-carbonyl]piperidin-4-yl])methyl]-4,5-dichlorophenol N[C@@H](C1=C(C=C(C(=C1)Cl)Cl)O)C1CCN(CC1)C(=O)[C@H]1NCC1